COC([C@H](C[C@H]1C(NCCC1)=O)NC([C@H](CC1CC1)NC(=O)C=1NC2=C(C=C(C=C2C1)OC)Cl)=O)=O (S)-methyl-2-((S)-2-(7-chloro-5-methoxy-1H-indole-2-carboxamido)-3-cyclopropylpropanamido)-3-((S)-2-oxopiperidin-3-yl)propanoate